C1(=CC=C(C=C1)OC(CCOP)OC1=CC=C(C=C1)C)C di-p-tolyloxypropoxyphosphine